2-(1-((tert-butyldimethylsilyl)oxy)ethyl)isonicotinic acid [Si](C)(C)(C(C)(C)C)OC(C)C=1C=C(C(=O)O)C=CN1